2-tert-butyl-N-[3-(7-{[(3S,4R)-3-fluoro-1-methylpiperidin-4-yl]amino}-3-(2,2,2-trifluoroethyl)pyrazolo[1,5-a]pyridin-2-yl)prop-2-yn-1-yl]-1,3-thiazole-4-carboxamide C(C)(C)(C)C=1SC=C(N1)C(=O)NCC#CC1=NN2C(C=CC=C2N[C@H]2[C@H](CN(CC2)C)F)=C1CC(F)(F)F